2-(6-chloro-3-isopropyl-[1,2,4]triazolo[4,3-b]pyridazin-8-yl)-3,4-dihydro-1H-isoquinoline ClC=1C=C(C=2N(N1)C(=NN2)C(C)C)N2CC1=CC=CC=C1CC2